(9-(hydroxymethyl)-3-(methoxymethoxy)fluoren-9-yl)methanol OCC1(C2=CC=CC=C2C=2C=C(C=CC12)OCOC)CO